COC1=NC=CC(=C1)C1=NOC(=N1)C(C)NC(=O)C1=CC(=NN1C)C(F)(F)F N-(1-(3-(2-methoxypyridin-4-yl)-1,2,4-oxadiazol-5-yl)ethyl)-1-methyl-3-(trifluoromethyl)-1H-pyrazole-5-carboxamide